(t-butoxycarbonyl)-L-methionine C(C)(C)(C)OC(=O)N[C@@H](CCSC)C(=O)O